Cl.NC1=CC=C(C=C1)C1C(N(N=CC1C)CO)=O (4-aminophenyl)-2-(hydroxymethyl)-5-methyl-4,5-dihydropyridazin-3(2H)-one hydrochloride